FC1=C(C=CC(=C1)OC)C(=O)C1CCN(CC1)C(C)C (2-fluoro-4-methoxyphenyl)(1-isopropylpiperidin-4-yl)methanone